OC1=C(C(=CC(=C1)C)C)C=1C=CC=2C(=NC(=CN2)C2C(COC2)O)N1 4-[6-(2-hydroxy-4,6-dimethyl-phenyl)pyrido[2,3-b]pyrazin-3-yl]tetrahydrofuran-3-ol